[3-(Trimethoxysilyl)propyl]-N'-carboxymethylethylenediamine CO[Si](CCCN(CCN)CC(=O)O)(OC)OC